NC1=C2N=CC=NC2=CC=C1Br 5-amino-6-bromoquinoxaline